tert-butyl 4-[4-(2,6-dibenzyloxy-3-pyridyl)-2,3-dihydro-1,4-benzoxazin-8-yl]piperazine-1-carboxylate C(C1=CC=CC=C1)OC1=NC(=CC=C1N1CCOC2=C1C=CC=C2N2CCN(CC2)C(=O)OC(C)(C)C)OCC2=CC=CC=C2